2-(3,5-bis-(α,α-dimethylbenzyl)-2-hydroxyphenyl)benzotriazole CC(C1=CC=CC=C1)(C)C=1C(=C(C=C(C1)C(C1=CC=CC=C1)(C)C)N1N=C2C(=N1)C=CC=C2)O